4-(pentafluoro-λ6-sulfanyl)-N-[trans-4-(4-{3-[(2R)-pyrrolidin-2-yl]-[1,2,4]triazolo[4,3-a]pyridin-6-yl}benzenesulfonyl)cyclohexyl]aniline FS(C1=CC=C(N[C@@H]2CC[C@H](CC2)S(=O)(=O)C2=CC=C(C=C2)C=2C=CC=3N(C2)C(=NN3)[C@@H]3NCCC3)C=C1)(F)(F)(F)F